tert-butyl 3-(5-(3-cyano-4-methoxypyrazolo[1,5-a]pyridin-6-yl)pyridin-2-yl)-3,8-diazabicyclo[3.2.1]octane-8-carboxylate C(#N)C=1C=NN2C1C(=CC(=C2)C=2C=CC(=NC2)N2CC1CCC(C2)N1C(=O)OC(C)(C)C)OC